4-[5-cis-(4-pyrimidin-2-yloxycyclohexyloxy)quinazolin-7-yl]Morpholine N1=C(N=CC=C1)OC1CCC(CC1)OC1=NC2=CC(=CC=C2C=N1)N1CCOCC1